phenyl (4-cyclopropylphenyl)carbamate C1(CC1)C1=CC=C(C=C1)NC(OC1=CC=CC=C1)=O